CC(CC(=O)O)C(C=1C=C2C3(C(NC2=CC1)=O)CC3)=O 3-methyl-4-oxo-4-{2'-oxo-1',2'-dihydrospiro[cyclopropane-1,3'-indole]-5'-yl}butanoic acid